1-(methyl-sulfonyl)-1H-benzotriazole CS(=O)(=O)N1N=NC2=C1C=CC=C2